N-[4-(3,5-difluorophenoxy)-2,2-difluoro-7-methylsulfonyl-indan-1-yl]-4-fluoro-benzamide FC=1C=C(OC2=C3CC(C(C3=C(C=C2)S(=O)(=O)C)NC(C2=CC=C(C=C2)F)=O)(F)F)C=C(C1)F